1-adamantanamin C12(CC3CC(CC(C1)C3)C2)N